ClC1=NC(=C(C(=C1C#N)CC)C#N)Cl 2,6-dichloro-4-ethyl-pyridine-3,5-dicarbonitrile